IC=CCCCCCCC iodononene